C1(C=CC1)=O Cyclobutenone